The molecule is a beta-D-glucosiduronic acid that is 2-methoxyacetaminophen in which the phenolic hydrogen is replaced by a beta-D-glucuronosyl group. It has a role as a drug metabolite. It is a beta-D-glucosiduronic acid, a member of acetamides and a monomethoxybenzene. It derives from a paracetamol. It is a conjugate acid of a 2-methoxyacetaminophen glucuronide(1-). CC(=O)NC1=C(C=C(C=C1)O[C@H]2[C@@H]([C@H]([C@@H]([C@H](O2)C(=O)O)O)O)O)OC